O1CCC12CCC(CC2)C2(N=CC1=C(N2)C(=CN=C1N)C(F)(F)F)N 2-((4S,7S)-1-oxaspiro[3.5]nonan-7-yl)-8-(trifluoromethyl)pyrido[4,3-d]pyrimidine-2,5-diamine